N-[3-amino-3-oxo-2-(2-prop-2-ynoxyethoxymethyl)propyl]imidazole-1-carboxamide NC(C(CNC(=O)N1C=NC=C1)COCCOCC#C)=O